[(2S,3R,5R)-5-(4-benzamido-2-oxo-pyrimidin-1-yl)-2-ethynyl-3-(4-methylbenzoyl)oxy-tetrahydrofuran-2-yl]methyl 4-methylbenzoate CC1=CC=C(C(=O)OC[C@@]2(O[C@H](C[C@H]2OC(C2=CC=C(C=C2)C)=O)N2C(N=C(C=C2)NC(C2=CC=CC=C2)=O)=O)C#C)C=C1